S1C(=CC=C1)C=1C=CC=2N(C1)C(=CN2)C2=NC(=NC=C2)NC2=CC=C(C=N2)N2CCN(CC2)C(C)=O 1-(4-(6-((4-(6-(Thiophen-2-yl)imidazo[1,2-a]pyridin-3-yl)pyrimidin-2-yl)amino)pyridin-3-yl)piperazin-1-yl)ethan-1-one